phenyl N-[6,8-bis(trifluoromethyl)quinazolin-4-yl]-N-[(1S)-1-[2-(5-cyano-2-pyridyl)-1,2,4-triazol-3-yl]ethyl]carbamate FC(C=1C=C2C(=NC=NC2=C(C1)C(F)(F)F)N(C(OC1=CC=CC=C1)=O)[C@@H](C)C=1N(N=CN1)C1=NC=C(C=C1)C#N)(F)F